(R)-N-(1-methylpiperidin-3-yl)-1-(4-(trifluoromethyl)phenyl)pyrido[3,4-d]pyridazin-4-amine CN1C[C@@H](CCC1)NC=1N=NC(=C2C1C=NC=C2)C2=CC=C(C=C2)C(F)(F)F